2,2-diethoxyacetamidoxime C(C)OC(C(N)=NO)OCC